C(C)(C)(C)N1C(N=C(C2=C1C(=C(OC2=O)C2=CC(=CC1=CC=CC(=C21)F)OCOC)C)N2CC(CCC2)C#C)SC tert-butyl-4-(3-ethynylpiperidin-1-yl)-7-[8-fluoro-3-(methoxymethoxy)naphthalen-1-yl]-8-methyl-2-(methylsulfanyl)pyrano[4,3-d]pyrimidin-5-one